C1(CCCCC1)C=1C=CC(=NC1)CN(C(=O)[C@@H]1N(CC1)C(=O)OC(C)(C)C)C=1C=C2C=NN(C(C2=CC1)=O)C tert-Butyl (R)-2-(((5-cyclohexylpyridin-2-yl)methyl)(2-methyl-1-oxo-1,2-dihydrophthalazin-6-yl)carbamoyl)azetidine-1-carboxylate